N-(4-methyl-3-(7-methyl-2-(methylthio)pyrido[2,3-d]pyrimidin-6-yl)phenyl)-2-(trifluoromethyl)isonicotinamide CC1=C(C=C(C=C1)NC(C1=CC(=NC=C1)C(F)(F)F)=O)C1=CC2=C(N=C(N=C2)SC)N=C1C